5-(4-amino pyrrolo[2,1-f][1,2,4]triazin-7-yl)-2-cyanotetrahydrofuran-3,4-diyl dipropionate C(CC)(=O)OC1C(OC(C1OC(CC)=O)C1=CC=C2C(=NC=NN21)N)C#N